2-(4-(6-((5-chloropyridin-2-yl)methoxy)pyridine-2-yl)cyclohex-3-en-1-yl)acetate ClC=1C=CC(=NC1)COC1=CC=CC(=N1)C1=CCC(CC1)CC(=O)[O-]